(2S)-2-hydroxypent-4-enoic acid O[C@H](C(=O)O)CC=C